3-(1-Formyl-3,4,5-Triiodophenoxy)Propane-1-Sulfonate C(=O)C1(OCCCS(=O)(=O)[O-])CC(=C(C(=C1)I)I)I